[Zn].[Cu].[Sn] tin-copper-zinc